C(C)OC(=O)[C@H]1[C@H]2CC[C@@H](CN1C(N(C1=CC=CC=C1)C1=CC=CC=C1)=O)N2C(N(C)CC2=CC=C(C=C2)C#N)=O.C2(=CC=CC=C2)CC2(CCC(CC2)C)CC2=CC=CC=C2 perhydrodi(phenylmethyl)methylBenzene ethyl-(1r,2r,5s)-8-((4-cyanobenzyl)(methyl)carbamoyl)-3-(diphenylcarbamoyl)-3,8-diazabicyclo[3.2.1]octane-2-carboxylate